C[C@H](C1=CC=CC=C1)NC(C(=O)N[C@@H](C1=CC=CC=C1)C)=O bis(R-methylbenzyl)oxalyl-diamine